3-(4-((4-isopropylpiperazinyl)methyl)phenyl)-1H-1,2,4-triazole-3,5-diamine C(C)(C)N1CCN(CC1)CC1=CC=C(C=C1)C1(NNC(=N1)N)N